dimethylaminopropyl-methacrylamide stearate C(CCCCCCCCCCCCCCCCC)(=O)O.CN(C)CCCC=C(C(=O)N)C